(3-fluoro-2-methoxy-phenyl)boronic acid FC=1C(=C(C=CC1)B(O)O)OC